C(C)(=O)[C@H]1CC[C@H]2[C@@H]([C@@H](CC[C@]12C)[C@]1(C(=CC(CC1)=O)C=O)C)C#N (1S,3aS,4S,5R,7aS)-1-acetyl-5-((S)-2-formyl-1-methyl-4-oxocyclohex-2-en-1-yl)-7a-methyl-octahydro-1H-indene-4-carbonitrile